COC=C(C(=O)NCCOC)OC1=CC=C2C(=CC(OC2=C1)=O)C1=C(C=CC=C1)C 3-methoxy-N-(2-methoxyethyl)-2-((2-oxo-4-(o-tolyl)-2H-chromen-7-yl)oxy)propenamide